(2S,3S,4S,5R)-4,5-dimethyl-3-(2,2,7-trifluorobenzo[d][1,3]dioxol-4-yl)-5-(trifluoromethyl)tetrahydrofuran-2-carboxylate C[C@H]1[C@H]([C@H](O[C@]1(C(F)(F)F)C)C(=O)[O-])C1=CC=C(C=2OC(OC21)(F)F)F